[C-]1(C=CC=C1)C1OC2=C(C1=O)C=CC(=C2)O.[CH-]2C=CC=C2.[Fe+2] 2-ferrocenyl-6-hydroxybenzofuran-3(2H)-one